methyl (2-chloropyrimidin-4-yl){4-[(E)-2-cyanoethenyl]-2,6-dimethylphenyl}carbamate ClC1=NC=CC(=N1)N(C(OC)=O)C1=C(C=C(C=C1C)\C=C\C#N)C